(R)-1-((5-fluoro-2-(2-methoxy-7-methylquinoxalin-5-yl)benzo[d]thiazol-6-yl)oxy)propan-2-yl (2-(2-hydroxyethoxy)pyrimidin-5-yl)carbamate OCCOC1=NC=C(C=N1)NC(O[C@@H](COC1=CC2=C(N=C(S2)C2=C3N=CC(=NC3=CC(=C2)C)OC)C=C1F)C)=O